CC=1NC2=CC=CC(=C2C1C)[N+](=O)[O-] 2,3-Dimethyl-4-Nitro-1H-Indole